N-[4-(4-aminobutylamino)-4-oxo-butyl]-4-[[(3R,4R)-1-(2-cyanoacetyl)-4-methyl-3-piperidyl]-methyl-amino]pyrrolo[2,3-d]pyrimidine-7-carboxamide hydrochloride Cl.NCCCCNC(CCCNC(=O)N1C=CC2=C1N=CN=C2N(C)[C@H]2CN(CC[C@H]2C)C(CC#N)=O)=O